N1=C(C=CC2=CC=CC=C12)[C@H](CO)O (R)-1-(quinolin-2-yl)ethane-1,2-diol